[13CH3]CCCCC hexane-1-13C